tert-butyl (3aS,6aS)-hexahydropyrrolo[3,2-b]pyrrole-1(2H)-carboxylate N1([C@@H]2[C@H](CC1)NCC2)C(=O)OC(C)(C)C